7,7-Dimethyl-1,3-dioxo-10-((tetrahydro-2H-pyran-2-yl)oxy)-5,12b-dihydro-1H,7H-chromeno[4,3-c][1,2,4]triazolo[1,2-a]pyridazin CC1(OC=2C=C(C=CC2C2N3N(CC=C21)C(NC3=O)=O)OC3OCCCC3)C